CC1=CC(=CC(=C1SC)C)OC(=O)NC The molecule is a carbamate ester obtained by the formal condensation of the phenolic group of 3,5-dimethyl-4-(methylsulfanyl)phenol with the carboxy group of methylcarbamic acid. It has a role as an EC 3.1.1.7 (acetylcholinesterase) inhibitor, a molluscicide, an acaricide, an agrochemical, an avicide, a xenobiotic, an environmental contaminant and an insecticide. It is a carbamate ester and an aryl sulfide. It derives from a methylcarbamic acid and a 3,5-dimethyl-4-(methylsulfanyl)phenol.